1,1-dimethylethylnitrite CC(C)(C)ON=O